FC1=C(C=CC(=C1)[N+](=O)[O-])CCN 2-(2-fluoro-4-nitrophenyl)ethan-1-amine